methyl (2R)-2-amino-3-(2,6-dichloro-3-hydroxy-4-methoxyphenyl)propionate methyl-(2R)-2-amino-3-(3-chloro-4-hydroxyphenyl)propionate COC([C@@H](CC1=CC(=C(C=C1)O)Cl)N)=O.N[C@@H](C(=O)OC)CC1=C(C(=C(C=C1Cl)OC)O)Cl